C(C)(C)(C)C=1C=C(C=C(C1O)C(C)(C)C)CCC(=O)NNC(CCC1=CC(=C(C(=C1)C(C)(C)C)O)C(C)(C)C)=O 3-(3,5-di-tert-butyl-4-hydroxyphenyl)-N'-[3-(3,5-di-tert-butyl-4-hydroxyphenyl)propionyl]propanehydrazide